2-((1-(6-methoxy-2-methylisoindolin-4-yl)piperidin-4-yl)methoxy)pyridine COC1=CC(=C2CN(CC2=C1)C)N1CCC(CC1)COC1=NC=CC=C1